6-fluoro-3-((1S,3R)-3-(2-(2-fluorophenyl)-6-(1H-1,2,4-triazol-3-yl)-1H-imidazo[4,5-c]pyridin-1-yl)cyclohexyl)-2,3-dihydroquinazolin-4(1H)-one FC=1C=C2C(N(CNC2=CC1)[C@@H]1C[C@@H](CCC1)N1C(=NC=2C=NC(=CC21)C2=NNC=N2)C2=C(C=CC=C2)F)=O